4-Hydroxybenzenesulfinic acid OC1=CC=C(C=C1)S(=O)O